C(#N)C=1C2=C(N(N=C2C=C(C1)C=1C=NN(C1)CC1OCC1)C)C1=CC(=C(C(=O)NCC2(CC2)F)C(=C1)OC)OC(F)F 4-[4-cyano-2-methyl-6-[1-(oxetan-2-ylmethyl)pyrazol-4-yl]indazol-3-yl]-2-(difluoromethoxy)-N-[(1-fluorocyclopropyl)methyl]-6-methoxybenzamide